COC(=O)C=1SC(=C(C1)NC1=CC=C2CCCN(C2=C1)C1=CC=CC=C1)[N+](=O)[O-].C(C)(C)(C)N1C[C@@H](CCCC1)C(=O)NN |r| rac-tert-butyl-3-(hydrazinecarbonyl)azepane Methyl-5-nitro-4-((1-phenyl-1,2,3,4-tetrahydroquinolin-7-yl)amino)thiophene-2-carboxylate